C(C1=CC=CC=C1)N BENZYLAMINE